dimethyl [3-[(hydroxymethyl) amino]-3-carbonyl propyl]-phosphonate OCNC(CCP(OC)(OC)=O)=C=O